dimethylsilylbis(n-butylcyclopentadienyl)2-(dimethylamino)benzyltitanium (III) C[SiH](C)C(C1=C(C=CC=C1)N(C)C)[Ti](C1(C=CC=C1)CCCC)C1(C=CC=C1)CCCC